tert-butyl (1R,3S,5S)-3-[(6-iodopyridazin-3-yl)(methyl)amino]-8-azabicyclo[3.2.1]octane-8-carboxylate IC1=CC=C(N=N1)N(C1C[C@H]2CC[C@@H](C1)N2C(=O)OC(C)(C)C)C